FC1(CCC(CC1)C1N(CCCC1)C(C(=O)NC=1C=C(C(=NC1)NC(OC(C)(C)C)=O)C)=O)F tert-butyl N-[5-[[2-[2-(4,4-difluorocyclohexyl)-1-piperidyl]-2-oxo-acetyl]amino]-3-methyl-2-pyridyl]carbamate